C(C1=CC=CC=C1)OC(=O)N1C[C@H]([C@@H](C1)OCCOC)NC(=O)OC(C)(C)C Trans-3-[[(tert-butoxy)carbonyl]amino]-4-(2-methoxyethoxy)pyrrolidine-1-carboxylic acid benzyl ester